ClC1=C(C=CC(=C1)NC=1C=2N(C=CN1)C(=CN2)C2=C(C(=C(C=C2)OC)F)F)C(=O)N2CCC(CC2)(CNC)O (2-chloro-4-((3-(2,3-difluoro-4-methoxyphenyl)imidazo[1,2-a]pyrazin-8-yl)amino)phenyl)(4-hydroxy-4-((methylamino)methyl)piperidin-1-yl)methanone